C(C=C)(=O)N1C[C@@H](CCCC1)N1C(=NC2=C1C(=C(C=C2)O[C@H]2COCC2)Cl)NC(C2=CC(=NC=C2)C)=O N-(1-((R)-1-propenoylazepan-3-yl)-7-chloro-6-(((R)-tetrahydrofurane-3-yl)oxy)-1H-benzo[d]imidazol-2-yl)-2-methylisonicotinamide